COC=1C=C2C=CN(C2=CC1)S(=O)(=O)C1=CC=CC=C1 5-methoxy-1-(phenylsulfonyl)-1H-indole